({3-fluorobicyclo[1.1.1]pentan-1-yl}methyl)[(2-{[4-(4-methoxypyridin-3-yl)-1H-1,2,3-triazol-1-yl]methyl}imidazo[1,2-a]pyridin-6-yl)methyl]amine FC12CC(C1)(C2)CNCC=2C=CC=1N(C2)C=C(N1)CN1N=NC(=C1)C=1C=NC=CC1OC